O[C@]1(C(N(CC1)C)=O)C=1SC(=CN1)C1=CC(=CC=C1)B1OC(C(O1)(C)C)(C)C (R,S)-3-Hydroxy-1-methyl-3-(5-(3-(4,4,5,5-tetramethyl-1,3,2-dioxaborolan-2-yl)phenyl)thiazol-2-yl)pyrrolidin-2-one